C(CCCCCCC\C=C/C\C=C/CCCCC)(=O)OCC(COC(CCC(OCCCCCCCC)OCCCCCCCC)=O)COC(N(C1CN(C1)C1CCOCC1)C)=O 3-((4,4-Bis(octyloxy)butanoyl)oxy)-2-(((methyl(1-(tetrahydro-2H-pyran-4-yl)-azetidin-3-yl)carbamoyl)oxy)methyl)propyl (9Z,12Z)-octadeca-9,12-dienoate